F[C@@H]1CN(CC[C@@H]1NC1=NN2C(C(=N1)OC)=C(C=C2)C=2C=C(C1=C(N(C=N1)CCF)C2)F)C(C)=O 1-((3R,4S)-3-fluoro-4-((5-(4-fluoro-1-(2-fluoroethyl)-1H-benzo[d]imidazol-6-yl)-4-methoxypyrrolo[2,1-f][1,2,4]triazin-2-yl)amino)piperidin-1-yl)ethan-1-one